O(C1=CC=CC=C1)CCCN1C2(C3=CC=CC=C3C1)CCC(CC2)=O 2'-(3-phenoxypropyl)spiro[cyclohexane-4,1'-isoindoline]-1-one